7-(5-(5-((1R,5S)-7-acetyl-3-oxa-7,9-diazabicyclo[3.3.1]non-9-yl)-1,3,4-thiadiazol-2-yl)-4-(isopropylamino)pyridin-2-yl)pyrrolo[1,2-b]pyridazine-3-carbonitrile C(C)(=O)N1C[C@H]2COC[C@@H](C1)N2C2=NN=C(S2)C=2C(=CC(=NC2)C2=CC=C1N2N=CC(=C1)C#N)NC(C)C